3-fluoro-2-(3-(3-(3-hydroxypropoxy)-4-(4-methylpiperazin-1-yl)phenyl)-1-tosyl-1H-pyrazolo[3,4-c]pyridin-5-yl)phenol FC=1C(=C(C=CC1)O)C=1C=C2C(=CN1)N(N=C2C2=CC(=C(C=C2)N2CCN(CC2)C)OCCCO)S(=O)(=O)C2=CC=C(C)C=C2